[NH4+].N[C@H](C(=O)O)CCC(=O)O (S)-2-aminoglutaric acid ammonium